N-(3-bromophenylmethyl)-2-ethoxy-5-isobutyrylaminobenzamide BrC=1C=C(C=CC1)CNC(C1=C(C=CC(=C1)NC(C(C)C)=O)OCC)=O